2-(3,4-dimethoxyphenyl)-3-fluoroaniline COC=1C=C(C=CC1OC)C1=C(N)C=CC=C1F